{6-(5-fluoro-2-azabicyclo[2.2.1]hept-5-yl)-2-pyridyl}[2-(3-methyl-2-pyridyl)-3-thia-1,5-diaza-6-indenyl]amine FC1(C2CNC(C1)C2)C2=CC=CC(=N2)NC2=NC=C1SC(=NC1=C2)C2=NC=CC=C2C